FC(C1=CC=CC=2N1N=C(C2)[C@H]2N(CCC1=C2N=CN1)C(=O)C=1OC(=NN1)C1=NC(=CC=C1)C)F (S)-(4-(7-(difluoromethyl)pyrazolo[1,5-a]pyridin-2-yl)-6,7-dihydro-1H-imidazo[4,5-c]pyridin-5(4H)-yl)(5-(6-methylpyridin-2-yl)-1,3,4-oxadiazol-2-yl)methanone